methyl 7-[5-chloranyl-2-[2-(2-methyl-4-oxidan-ylidene-5,6,7,8-tetrahydropyrido[4,3-d]pyrimidin-3-yl)ethoxy]phenyl]-5-methyl-thieno[3,2-b]pyridine-3-carboxylate ClC=1C=CC(=C(C1)C1=C2C(=NC(=C1)C)C(=CS2)C(=O)OC)OCCN2C(=NC1=C(C2=O)CNCC1)C